C(=O)C=1N=CC=2NC3=CC=CC=C3C2C1 3-formyl-β-carboline